tert-butyl (3-((3-(1-((7-(6-hydroxyhex-1-yn-1-yl)-6-(morpholine-4-carbonyl)thieno[3,2-d]pyrimidin-4-yl)amino)ethyl)benzyl)oxy)propyl)(methyl)carbamate OCCCCC#CC1=C(SC2=C1N=CN=C2NC(C)C=2C=C(COCCCN(C(OC(C)(C)C)=O)C)C=CC2)C(=O)N2CCOCC2